BrC=1C=C2C(=NC1)OC(O2)(F)F 6-bromo-2,2-difluoro-[1,3]dioxolo[4,5-b]pyridine